C(C)OC(=O)C1(CCC1)SC1=NC2=CC(=CC=C2C(=N1)NC1=CC=C(C=C1)C#N)F 1-((4-((4-cyanophenyl)amino)-7-fluoroquinazolin-2-yl)thio)cyclobutane-1-carboxylic acid ethyl ester